(n-Butyl)Thiophosphoric Triamide C(CCC)NP(N)(N)=S